Cl.NCC(=O)C1=CN=CN1C 2-amino-1-(1-methyl-1H-imidazol-5-yl)ethanone hydrochloride